ClC1=CC=C(C(=N1)C(=O)O)N[C@H](C)C=1C=C(C=C2C(N(C(=NC12)C1COC1)C)=O)C (R)-6-chloro-3-((1-(3,6-dimethyl-2-(oxetan-3-yl)-4-oxo-3,4-dihydroquinazolin-8-yl)ethyl)amino)picolinic acid